2-methyl-1,5-naphthyridin-4-amine CC1=NC2=CC=CN=C2C(=C1)N